C(#N)C1=CC(=C(C=C1)NS(=O)(=O)C1=CNC(=C1)C1=NC=CC=C1CF)F N-(4-cyano-2-fluorophenyl)-5-[3-(fluoromethyl)pyridin-2-yl]-1H-pyrrole-3-sulfonamide